C1(=C(C(=CC(=C1)C)C)[B-](C1=C(C=C(C=C1C)C)C)(C1=C(C=C(C=C1C)C)C)C1=C(C=C(C=C1C)C)C)C.C1(CCCCC1)[PH+](C1=CC(=CC(=C1)C)C)C1CCCCC1 dicyclohexyl-(3,5-dimethylphenyl)phosphonium tetramesitylborate